CC1(CN(CCN1CC=1C=NC=2C(=C(C(NC2C1)=O)C(F)(F)F)C)C=1C=CC(=NC1)C(=O)NC)C 5-(3,3-dimethyl-4-((8-methyl-6-oxo-7-(trifluoromethyl)-5,6-dihydro-1,5-naphthyridin-3-yl)methyl)piperazin-1-yl)-N-methylpicolinamide